(isoxazol-3-yl)-2-oxo-1,2-dihydroquinoline O1N=C(C=C1)N1C(C=CC2=CC=CC=C12)=O